N-(2-(1-(3-((2,6-dioxopiperidin-3-yl)amino)benzyl)piperidin-4-yl)-5-(2-hydroxypropan-2-yl)benzo[d]oxazol-6-yl)-6-(trifluoromethyl)nicotinamide O=C1NC(CCC1NC=1C=C(CN2CCC(CC2)C=2OC3=C(N2)C=C(C(=C3)NC(C3=CN=C(C=C3)C(F)(F)F)=O)C(C)(C)O)C=CC1)=O